(3,3,4-trimethyl-1,1-dioxido-2,3-dihydro-1-benzothiophen-5-yl)methanon CC1(CS(C2=C1C(=C(C=C2)C=O)C)(=O)=O)C